C(C1=CC=CC=C1)OC1=C(CO[Si](C)(C)C(C)(C)C)C(=C(C(=C1C(F)(F)F)C)F)F ((2-(benzyloxy)-5,6-difluoro-4-methyl-3-(trifluoromethyl)benzyl)oxy)(tert-butyl)dimethylsilane